methyl 6-chloro-4-vinylpicolinate ClC1=CC(=CC(=N1)C(=O)OC)C=C